4-amino-7-cyano-1,3-dihydrofuro[3,4-c]quinoline-8-carboxylic acid hydrochloride Cl.NC1=NC=2C=C(C(=CC2C2=C1COC2)C(=O)O)C#N